ClC=1C(=NC=CC1C1=CN=C(N1)C1CCC2CC(=CC(N12)=O)C1=C(C(=CC=C1N1N=NN=C1)Cl)F)C1(CC1)O 3-(5-(3-chloro-2-(1-hydroxycyclopropyl)pyridin-4-yl)-1H-imidazol-2-yl)-7-(3-chloro-2-fluoro-6-(1H-tetrazol-1-yl)phenyl)-2,3,8,8a-tetrahydroindolizin-5(1H)-one